C(C)(=O)C1=NN(C2=CC=C(C=C12)C=1C=NC(=NC1)C)CC(=O)N1[C@@H](C[C@H](C1)F)CC(=O)O 2-((2R,4R)-1-(2-(3-acetyl-5-(2-methylpyrimidin-5-yl)-1H-indazol-1-yl)acetyl)-4-fluoropyrrolidin-2-yl)acetic acid